glycine benzyl ester azide [N-]=[N+]=[N-].C(C1=CC=CC=C1)OC(CN)=O